1,3-bis(3-aminopropyl)-1,3-dimethyl-dihydroxyl-disiloxane NCCC[Si](O[Si](C)(CCCN)O)(C)O